8-(3,6-dihydro-2H-[1,2'-bipyridin]-4-yl)-[1,2,4]triazolo[4,3-a]pyridine N1(CCC(=CC1)C=1C=2N(C=CC1)C=NN2)C2=NC=CC=C2